tert-butyl 4'-(((2-(2,6-dioxopiperidin-3-yl)-1,3-dioxoisoindolin-4-yl)oxy)methyl)-[1,1'-biphenyl]-4-carboxylate O=C1NC(CCC1N1C(C2=CC=CC(=C2C1=O)OCC1=CC=C(C=C1)C1=CC=C(C=C1)C(=O)OC(C)(C)C)=O)=O